CC(C)C1OCC(CO1)C(=O)NC=1C(=C(C(=C(C1I)C(=O)Cl)I)C(=O)Cl)I [[2-(1-methylethyl)-1,3-dioxan-5-yl]carbonyl]amino-2,4,6-triiodo-1,3-benzenedicarbonyl dichloride